C(N)(=O)C=1C(=NC(=C(N1)CC)C1CC1)NC=1C=C(C=CC1)[C@H](CNC(OC(C)(C)C)=O)C tert-butyl (R)-(2-(3-((3-carbamoyl-6-cyclopropyl-5-ethylpyrazin-2-yl) amino) phenyl)propyl)carbamate